3-propenyl-1-ethyl-2-methyloxypropane C(=CC)CC(CCC)OC